O[C@H]1C[C@H](CCC1)NC1=C2C(=C(N=N1)C1=C(C=C(C=C1)C(F)(F)F)O)C=NC=C2 2-[1-[[(1s,3r)-3-hydroxycyclohexyl]amino]pyrido[3,4-d]pyridazin-4-yl]-5-(trifluoromethyl)phenol